NC1=C(C(=O)N2CCC(CC2)N2C(NC3=NC=C(C=C32)C3CCC(CC3)O)=O)C=CC(=C1)OC(F)(F)F 1-[1-[2-amino-4-(trifluoromethoxy)benzoyl]-4-piperidyl]-6-(4-hydroxycyclohexyl)-3H-imidazo[4,5-b]pyridin-2-one